ClCCC(=C(C1=CC=C(C=C1)O)C1=CC=C(OCCN2CCC(CC2)CN2C[C@@H](CCC2)NC=2C=C3CN(C(C3=CC2)C2=CN=CC=C2C(=O)[O-])C2C(NC(CC2)=O)=O)C=C1)C1=CC=C(C=C1)O 5-(((R)-1-((1-(2-(4-(4-chloro-1,2-bis(4-hydroxyphenyl)but-1-en-1-yl)phenoxy) ethyl)piperidin-4-yl)methyl)piperidin-3-yl)amino)-2-(2,6-dioxopiperidin-3-yl)isoindolineisonicotinate